1-methyl-1-hexyl-Pyridinium C[N+]1(CC=CC=C1)CCCCCC